(S)-N-cyclopentyl-5-(4-(4-fluoropyrazolo[1,5-a]pyridin-2-yl)-1,4,6,7-tetrahydro-5H-imidazo[4,5-c]pyridin-5-yl)pyrazine-2-carboxamide C1(CCCC1)NC(=O)C1=NC=C(N=C1)N1[C@@H](C2=C(CC1)NC=N2)C2=NN1C(C(=CC=C1)F)=C2